C(C1=CC=CC=C1)OC([C@@H](NC(CNC(C([C@H]1N(CCC1)C(CNC(=O)C1=CC=NC2=CC=CC=C12)=O)=O)=O)=O)CCCCNC(=O)OCC1=CC=CC=C1)=O.C1(=CC=CC=C1)C(Cl)(C1=CC=CC=C1)C1=CC=CC=C1 Triphenyl-chloromethane Benzyl-N6-((benzyloxy)carbonyl)-N2-((2-oxo-2-((S)-1-((quinoline-4-carbonyl)glycyl)pyrrolidin-2-yl)acetyl)glycyl)-L-lysinate